O1CCC(CC1)NC1=CC2=C(C=N1)C=C(N2)C2=NC(=NC=C2)CCC(F)(F)F N-(tetrahydro-2H-pyran-4-yl)-2-(2-(3,3,3-trifluoropropyl)pyrimidin-4-yl)-1H-pyrrolo[3,2-c]pyridin-6-amine